10-chloro-11-(5-chloro-2,4-difluorophenyl)-8-((3S,5R)-3,5-dimethylpiperazin-1-yl)-3-methoxy-3,4-dihydro-2H,6H-[1,4]thiazepino[2,3,4-ij]quinazolin-6-one ClC=1C=C2C(=NC(N3C2=C(C1C1=C(C=C(C(=C1)Cl)F)F)SCC(C3)OC)=O)N3C[C@@H](N[C@@H](C3)C)C